C(C)(C)(C)OC(=O)N1[C@@H]2[C@H](C[C@H]1CC2)CC(=O)OCC |&1:9| (±)-(1s,4r)-2-(2-ethoxy-2-oxoethyl)-7-azabicyclo[2.2.1]heptane-7-carboxylic acid tert-butyl ester